N-(3-chlorobenzyl)pyridin-2-amine ClC=1C=C(CNC2=NC=CC=C2)C=CC1